C(CCCCCCCCCCCC)C(=O)[C@H](O)[C@@H](O)[C@H](O)[C@H](O)CO n-tridecyl-glucose